benzyl ((1-(4-acetamidobutyl)-1H-imidazo[4,5-c]quinolin-2-yl)methyl)(ethyl)carbamate C(C)(=O)NCCCCN1C(=NC=2C=NC=3C=CC=CC3C21)CN(C(OCC2=CC=CC=C2)=O)CC